N-(4-(1H-indol-4-yl)phenethyl)-2-ethynyl-thiazole-4-carboxamide N1C=CC2=C(C=CC=C12)C1=CC=C(CCNC(=O)C=2N=C(SC2)C#C)C=C1